O1CCC2=C1C=1N(C=C2)C(=NC1)C(C)(C)N 2-(2,3-Dihydrofurano[2,3-c]imidazo[1,5-a]pyridin-7-yl)propan-2-amine